OCCCCCCC(=O)OCCCCCC(=O)O 6-(6-hydroxyhexyl)carbonyloxyhexanoic acid